(R)-1-(3-chloro-4-tolyl)-3-((5-(2,6-dioxopiperidin-3-yl)-6-oxo-5,6-dihydro-4H-thieno[2,3-c]pyrrol-2-yl)methyl)urea ClC=1C=C(C=CC1NC(=O)NCC1=CC2=C(C(N(C2)[C@H]2C(NC(CC2)=O)=O)=O)S1)C